C(C)C(CC)(OC)C1=CC=2N(C=C1)C=CN2 7-(1-ethyl-1-methoxy-propyl)imidazo[1,2-a]pyridine